1-(2'-Bromo-[1,1'-biphenyl]-2-yl)-N-(2-methyl-1H-inden-7-yl)methaneimine BrC1=C(C=CC=C1)C1=C(C=CC=C1)C=NC=1C=CC=C2C=C(CC12)C